ClC=1C(=NC(=NC1)NC=1C=NN(C1)CC#N)C1=CC=C(C(=O)O)C=C1 4-(5-Chloro-2-((1-(cyanomethyl)-1H-pyrazol-4-yl)amino)pyrimidin-4-yl)benzoic Acid